tert-Butyl 8-[6-bromo-3-[[(2R)-1,4-dioxan-2-yl]methoxy]-5-fluoro-7,9-dihydrofuro[3,4-f]quinazolin-1-yl]-3,8-diazabicyclo[3.2.1]octane-3-carboxylate BrC=1C2=C(C=3C(=NC(=NC3C1F)OC[C@@H]1OCCOC1)N1C3CN(CC1CC3)C(=O)OC(C)(C)C)COC2